C(C)(C)(C)OC(C1=CC=C(C=C1)Cl)=O 4-chlorobenzoic acid tert-butyl ester